CC(C)(C)OC(=O)N[C@@H](CSC(C1=CC=CC=C1)(C2=CC=CC=C2)C3=CC=CC=C3)C(=O)O N-α-(t-butoxycarbonyl)-S-trityl-L-cysteine